C(C)C1=CC(=CC2=C1N=C(O2)NC2=CC=C(C=C2)OC)C(=O)O.COC2=CC=C(C=C2)NC=2OC1=C(N2)C=CC(=C1)C(=O)OCC ethyl 2-((4-methoxyphenyl)amino)benzo[d]oxazole-6-carboxylate (Ethyl 2-((4-methoxyphenyl)amino)benzo[d]oxazole-6-carboxylate)